ClC1=C(C=C2CCCOC2=C1C=1C[C@@H](CN(CC1)C)O)NC1=NC(=CC(=N1)C)NC |o1:13| Rel-(3S)-5-[7-chloro-6-[[4-methyl-6-(methylamino)pyrimidin-2-yl]amino]chroman-8-yl]-1-methyl-2,3,4,7-tetrahydroazepin-3-ol